tetrazolium hydroxylamine salt NO.[NH+]=1NN=NC1